2,3-bis((2-mercaptoethyl)thio)-1-propanethiol SCCSC(CS)CSCCS